O1CCOC2=C1C=CC(=C2)[C@H]2N(CC[C@@H]2NS(=O)(=O)C2CC2)CC2=C1C=CN(C1=CC=C2)C |r| N-[rac-(2R,3S)-2-(2,3-Dihydro-[1,4]benzodioxin-6-yl)-1-[(1-methyl-1H-indol-4-yl)-methyl]-pyrrolidin-3-yl]-cyclopropanesulfonic acid amide